NC1(CC1)CNC1=NC(=C2C(=N1)N(N=C2)C)NC2=CC(=C(C=C2)OC)Cl 6-N-[(1-aminocyclopropyl)methyl]-4-N-(3-chloro-4-methoxyphenyl)-1-methylpyrazolo[3,4-d]pyrimidine-4,6-diamine